5-(8-methoxy-[1,2,4]triazolo[1,5-a]pyridin-6-yl)-N-(piperidin-4-yl)-4-(2,2,2-trifluoroethyl)-1H-pyrazole-3-carboxamide COC=1C=2N(C=C(C1)C1=C(C(=NN1)C(=O)NC1CCNCC1)CC(F)(F)F)N=CN2